tert-butyl(2-methyl-4-(6-(1-methyl-1H-pyrazol-4-yl)pyrazolo[1,5-a]pyrazin-4-yl)benzyl)carbamate C(C)(C)(C)OC(NCC1=C(C=C(C=C1)C=1C=2N(C=C(N1)C=1C=NN(C1)C)N=CC2)C)=O